4'-methyl-biphenyl-2-carboxylic acid CC1=CC=C(C=C1)C=1C(=CC=CC1)C(=O)O